C(C(=C)C)(=O)[O-].C[N+](CCO)(C)C trimethyl-(2-hydroxyethyl)ammonium methacrylate